4-(4-(3-(1H-1,2,4-triazol-5-yl)piperidin-1-yl)-8-fluoro-2-((hexahydro-1H-pyrrolizin-7a-yl)methoxy)pyrido[4,3-d]pyrimidin-7-yl)-5,6-difluoronaphthalen-2-ol N1N=CN=C1C1CN(CCC1)C=1C2=C(N=C(N1)OCC13CCCN3CCC1)C(=C(N=C2)C2=CC(=CC1=CC=C(C(=C21)F)F)O)F